FC=1C=C(C=C(C1)C(F)(F)F)CC(=O)O 2-(3-fluoro-5-(trifluoromethyl)phenyl)acetic acid